C(CCCCC(=O)OCC(CO)(C)C)(=O)OCC(CO)(C)C bis(3-hydroxy-2,2-dimethyl-propyl) adipate